3-(3,5-dibromo-4-(2-hydroxyethoxy)benzylidene)-1-phenylindolin-2-one BrC=1C=C(C=C2C(N(C3=CC=CC=C23)C2=CC=CC=C2)=O)C=C(C1OCCO)Br